dimethylsilyl-bis(cyclopentadienyl)zirconium dibromide [Br-].[Br-].C[SiH](C)[Zr+2](C1C=CC=C1)C1C=CC=C1